OC1(C(CCC(C1)C)C(C)C)C(=O)NCC(C1=CC(=CC=C1)CO)O 1-hydroxy-N-(2-hydroxy-2-(3-(hydroxymethyl)phenyl)ethyl)-2-isopropyl-5-methylcyclohexane-1-carboxamide